(S)-3-(1-Acryloylpyrrolidin-3-yl)-7-amino-1-(4-(2-fluorophenoxy)phenyl)-1,5-dihydro-4H-pyrazolo[3,4-d]pyridazin-4-on C(C=C)(=O)N1C[C@H](CC1)C1=NN(C=2C(=NNC(C21)=O)N)C2=CC=C(C=C2)OC2=C(C=CC=C2)F